4-[(2R)-3-(3,4-dihydro-1H-isoquinolin-2-yl)-2-hydroxy-propyl]-2,2-dimethyl-8-(2-oxa-6-azaspiro[3.3]hept-6-ylmethyl)-3H-1,4-benzoxazepin-5-one C1N(CCC2=CC=CC=C12)C[C@H](CN1CC(OC2=C(C1=O)C=CC(=C2)CN2CC1(COC1)C2)(C)C)O